C(C)(=O)C1=CN(C2=CC=C(C=C12)C=1C=NC=NC1)CC(=O)C12NC(CC2C1)C(=O)NC1=NC(=CC=C1)Br 2-(3-acetyl-5-(pyrimidin-5-yl)-1H-indol-1-yl)acetyl-N-(6-bromopyridin-2-yl)-2-azabicyclo[3.1.0]hexane-3-carboxamide